C(CC)SC1=CC2=C(N=C(N2)NC(=O)OC)C=C1 Methyl 5-(propylthio)-2-benzimidazolecarbamat